1-hydroxy-10,13-dimethyl-3-oxo-6,7,8,9,10,11,12,13,14,15,16,17-dodecahydro-3H-cyclopenta[a]phenanthrene-17-carboxylate OC1=CC(C=C2CCC3C4CCC(C4(CCC3C12C)C)C(=O)[O-])=O